NC=1N([C@H]2C[C@H](O)[C@@H](CO)O2)C=2N=C(NC(C2N1)=O)N 8-Amino-2'-deoxyguanosine